ClC=1C=C(CNC([C@H](C)NC(CN2N=C(C3=CC=CC=C23)C(=O)N)=O)=O)C=CC1 (S)-1-(2-((1-((3-chlorobenzyl)amino)-1-oxoprop-2-yl)amino)-2-oxoethyl)-1H-indazole-3-carboxamide